ClCC1=NC=C(C#N)C=C1 6-(chloromethyl)nicotinonitrile